NC1=CC(=C(C=C1)C1=COC2=CC=CC=C2C1=O)F 3-(4-amino-2-fluorophenyl)-4H-chromen-4-one